CC1=NC(=CC(=N1)NC1=C(C(=O)NOCC)C(=CC=N1)NC1=C(C(=CC(=C1)F)C1=NC=C(C=N1)F)OC)C ((2,6-dimethylpyrimidin-4-yl)amino)-N-ethoxy-4-((5-Fluoro-3-(5-fluoropyrimidin-2-yl)-2-methoxyphenyl)amino)nicotinamide